C(OC1=CC=C(C=C1)[N+](=O)[O-])(OC1=CC(=CC=C1)C1=CNC(C(=C1)C(F)(F)F)=O)=O 4-nitrophenyl (3-(6-oxo-5-(trifluoromethyl)-1,6-dihydropyridin-3-yl) phenyl) carbonate